C1(CC1)N(C1=C(C(=NC=N1)NCC1=CC=C(C=C1)CC(=O)N)F)CC=1C=NC(=CC1)C(C)C 2-[4-[[[6-[cyclopropyl-[(6-isopropyl-3-pyridyl)methyl]amino]-5-fluoro-pyrimidin-4-yl]amino]methyl]phenyl]acetamide